FC1=C(C(=NN1C)C)C(=O)NC1=C(C=CC=C1)C1=CC=C(C=C1)C#CC(C)(C)OC 5-Fluoro-N-[4'-(3-methoxy-3-methylbut-1-yn-1-yl)biphenyl-2-yl]-1,3-dimethyl-1H-pyrazole-4-carboxamide